NC=1C=CC(=NC1C)C1=C(C(=NO1)C)CNC(OCC1=CC=CC=C1)=O benzyl ((5-(5-amino-6-methylpyridin-2-yl)-3-methylisoxazol-4-yl)methyl)carbamate